tris-(tert-butylphosphonium) tetrafluoroborate F[B-](F)(F)F.C(C)(C)(C)[PH3+].C(C)(C)(C)[PH3+].C(C)(C)(C)[PH3+].F[B-](F)(F)F.F[B-](F)(F)F